2-(3-chlorobenzyl)cyclopentyl ((2S)-3-cyclohexyl-1-oxo-1-((1-oxo-3-(2-oxo-8-oxa-1-azaspiro[4.5]decan-3-yl)propan-2-yl)amino)propan-2-yl)carbamate C1(CCCCC1)C[C@@H](C(NC(C=O)CC1C(NC2(C1)CCOCC2)=O)=O)NC(OC2C(CCC2)CC2=CC(=CC=C2)Cl)=O